2-amino-8-oxooctanoic acid NC(C(=O)O)CCCCCC=O